octahydroisobenzofuran-4-carboxylic acid C1OCC2C(CCCC12)C(=O)O